BrC=1C=C2C(=CC(=NC2=CC1OC)C)OCC1=CC=C(C=C1)OC 6-bromo-7-methoxy-4-((4-methoxybenzyl)oxy)-2-methylquinoline